zinc-iron phosphate P(=O)([O-])([O-])[O-].[Fe+2].[Zn+2]